tetrahydrocurcumin COC1C=C(CCC(=O)CC(=O)CCC2C=CC(O)=C(OC)C=2)C=CC=1O